COC(C1=C(C(=CC(=C1)NC1=NC=C(C(=N1)N[C@H]1[C@@H](CCC1)C#N)C)C)B1OC(CO1)(C)C)=O 5-[[4-[((trans)-2-cyanocyclopentyl)amino]-5-methyl-pyrimidin-2-yl]amino]-2-(5,5-dimethyl-1,3,2-dioxaborolan-2-yl)-3-methyl-benzoic acid methyl ester